benzyl (1r,4r)-4-([[1-(2,6-dioxopiperidin-3-yl)-3-methyl-2-oxo-1,3-benzodiazol-5-yl]amino]methyl)cyclohexane-1-carboxylate O=C1NC(CCC1N1C(N(C2=C1C=CC(=C2)NCC2CCC(CC2)C(=O)OCC2=CC=CC=C2)C)=O)=O